C(C)N(C=1C=CC2=C(C1)[Si]1(CCCCC1)C1=C(C23OC(C2=CC(=C(C=C23)C(=O)NCCN2C(C=CC2=O)=O)C(F)(F)F)=O)C=CC(=C1)N(CC)CC)CC 3',7'-bis(diethylamino)-N-(2-(2,5-dioxo-2,5-dihydro-1H-pyrrol-1-yl)ethyl)-3-oxo-5-(trifluoromethyl)-3H-dispiro[isobenzofuran-1,10'-dibenzo[b,e]siline-5',1''-silinane]-6-carboxamide